C1CC(C12CCNCC2)N2CC1=C(C=C(C=C1CC2)C(=O)OC)F methyl 2-(7-azaspiro[3.5]nonan-3-yl)-8-fluoro-3,4-dihydro-1H-isoquinoline-6-carboxylate